ClC1=NC2=C(C=CN=C2C(=C1)C)OC1CCC1 chloro-8-cyclobutoxy-4-methyl-1,5-naphthyridine